2,2-dimethylbut-3-ynoic acid CC(C(=O)O)(C#C)C